benzyl 1-(benzyloxycarbonylsulfamoyl)-3-[4-[2-(ethylamino)ethylcarbamoyl]phenyl]pyrrole-2-carboxylate C(C1=CC=CC=C1)OC(=O)NS(=O)(=O)N1C(=C(C=C1)C1=CC=C(C=C1)C(NCCNCC)=O)C(=O)OCC1=CC=CC=C1